5-nitro-8-(4-(trifluoromethyl)phenyl)quinoline [N+](=O)([O-])C1=C2C=CC=NC2=C(C=C1)C1=CC=C(C=C1)C(F)(F)F